COC1=CC=C(C=N1)C=1C=C2C(=NC=NC2=CC1)NC=1C=C(C=CC1)NC(CC)=O N-(3-((6-(6-methoxypyridin-3-yl)quinazolin-4-yl)amino)phenyl)propanamide